5-Chloroquinolin-8-yl (4-(methylamino) phenyl) sulfate S(=O)(=O)(OC=1C=CC(=C2C=CC=NC12)Cl)OC1=CC=C(C=C1)NC